C(C)(=O)C1=NN(C2=CC=C(C=C12)C=1C=NC(=NC1)Cl)CC(=O)N1[C@@H](C[C@H](C1)F)C(=O)NC1=NC(=CC=C1)Br (2S,4R)-1-(2-(3-acetyl-5-(2-chloropyrimidin-5-yl)-1H-indazol-1-yl)acetyl)-N-(6-bromopyridin-2-yl)-4-fluoropyrrolidine-2-carboxamide